[C@H]12N(C[C@H](NC1)C2)C=2C=CC(=NC2)NC2=CC(=NC=1C=CNC(C21)=O)C2=C(C=C(C=C2)NC(=O)C2CCCCC2)F N-(4-(4-((5-((1R,4R)-2,5-diazabicyclo[2.2.1]heptan-2-yl)pyridin-2-yl)amino)-5-oxo-5,6-dihydro-1,6-naphthyridin-2-yl)-3-fluorophenyl)cyclohexane-carboxamide